C1(=CC=CC=C1)C1=C(C2=C(SC3=C2C=CC=C3)C=C1)N (phenyldibenzothiophenyl)amine